Tert-Butyl 3-(5-fluoro-3-nitro-2H-chromen-7-yl)-3,8-diazabicyclo[3.2.1]octane-8-carboxylate FC1=C2C=C(COC2=CC(=C1)N1CC2CCC(C1)N2C(=O)OC(C)(C)C)[N+](=O)[O-]